(3r,5r)-5-(5-(1-amino-1-(3-cyanophenyl)-3-cyclopropyl-propyl)-2-fluorophenylcarbamoyl)-pyrrolidin-3-ylacetate NC(CCC1CC1)(C1=CC(=CC=C1)C#N)C=1C=CC(=C(C1)NC(=O)[C@H]1C[C@@H](CN1)CC(=O)[O-])F